7-fluoro-2-[[(1R,3S)-3-[[6-oxo-5-(trifluoromethyl)-1-(2-trimethylsilylethoxymethyl)pyridazin-4-yl]amino]cyclohexyl]methyl]-6-(5-pyrazol-1-ylpyrimidin-2-yl)isoquinolin-1-one FC1=C(C=C2C=CN(C(C2=C1)=O)C[C@H]1C[C@H](CCC1)NC=1C=NN(C(C1C(F)(F)F)=O)COCC[Si](C)(C)C)C1=NC=C(C=N1)N1N=CC=C1